4-(phenylamino)-2-(1-phenylethylamino)pyrimidine-5-carboxamide C1(=CC=CC=C1)NC1=NC(=NC=C1C(=O)N)NC(C)C1=CC=CC=C1